CC(CC=O)(C)C 3,3-Dimethylbutyraldehyde